ethyl 4-(propan-2-yl)-1,5-naphthyridine-3-carboxylate CC(C)C1=C(C=NC2=CC=CN=C12)C(=O)OCC